NC1=CC(=C(OC2=NC=C(C(=C2)C(=O)OC)OCC2=CC=CC=C2)C(=C1)Cl)Cl methyl 2-(4-amino-2,6-dichloro-phenoxy)-5-benzyloxy-pyridine-4-carboxylate